7-((5-(2-(trifluoromethyl)-10H-phenothiazin-10-yl)pentyl)oxy)-3,4-dihydroquinolin-2(1H)-one FC(C1=CC=2N(C3=CC=CC=C3SC2C=C1)CCCCCOC1=CC=C2CCC(NC2=C1)=O)(F)F